COC(=O)C1CC2(OCC2)C2=C1C=NC=1N2N=C(C1)Cl (trans)-2-chloro-6,7-dihydrospiro[cyclopenta[e]pyrazolo[1,5-a]pyrimidine-8,2'-oxetane]-6-carboxylic acid methyl ester